CN(CC(C=O)(C)C)C 3-DIMETHYLAMINO-2,2-DIMETHYLPROPIONALDEHYDE